FC(C(=O)O)(F)F.NC1=NC=NN2C1=NC=C2C=2C=C(C=CC2C)S(=O)(=O)NC21CCC(C2)(C1)C#N 3-(4-Aminoimidazo[2,1-f][1,2,4]triazin-7-yl)-N-(4-cyanobicyclo[2.1.1]hexan-1-yl)-4-methylbenzenesulfonamide Trifluoroacetate Salt